FC1=C2C=C(NC2=C(C=C1)C)C(=O)OCC ethyl 4-fluoro-7-methyl-1H-indole-2-carboxylate